[N+](=O)([O-])C=1C=CC2=CN(N=C2C1)[C@@H](C(=O)NC=1SC=CN1)C1=CC=CC=C1 |r| (2RS)-2-(6-nitroindazol-2-yl)-2-phenyl-N-thiazol-2-yl-acetamide